3-(3-fluoro-2-methoxyanilino)-2-[3-(2-methoxy-2-methylpropoxy)pyridin-4-yl]-1,5,6,7-tetrahydro-4H-pyrrolo[3,2-c]pyridin-4-one FC=1C(=C(NC2=C(NC3=C2C(NCC3)=O)C3=C(C=NC=C3)OCC(C)(C)OC)C=CC1)OC